FC1(OC(C(O1)(C(F)(F)F)F)(F)F)C(F)(F)F perfluoro-2,4-dimethyl-1,3-dioxolane